Trans-2-phenylcycloheptan-1-ol C1(=CC=CC=C1)[C@H]1[C@@H](CCCCC1)O